N-[1-[3-(2-cyclopropyl-4-pyridinyl)-1,2,4-thiadiazol-5-yl]ethylidene]-2-methyl-propane-2-sulfinamide C1(CC1)C1=NC=CC(=C1)C1=NSC(=N1)C(C)=NS(=O)C(C)(C)C